N-(1'-(6-methyl-2-(methylthio)pyrimidin-4-yl)-1',2'-dihydrospiro[cyclopropane-1,3'-pyrrolo[3,2-C]pyridin]-6'-yl)acetamide CC1=CC(=NC(=N1)SC)N1CC2(C=3C=NC(=CC31)NC(C)=O)CC2